OC1[C@H](O)[C@@H](O)[C@H](O)[C@@H](O1)CO L-Idopyranose